C1(=CC=C(C=C1)C(CC(=O)C1=CC=C(C=C1)N(C)C)=O)C1=CC=CC=C1 3-(4-Biphenylyl)-1-[p-(Dimethylamino)Phenyl]-1,3-Propanedione